2-methylthio-4-butyl-amino-6-cyclopropylamino-s-triazine CSC1=NC(=NC(=N1)CCCC)N(C1CC1)N